NC1CCC(CC1)NC1=NC(=NC=C1C(F)(F)F)NN1C(C2=CC=CC=C2C1)=O ((4-(((1s,4s)-4-aminocyclohexyl)amino)-5-trifluoromethylpyrimidin-2-yl)amino)isoindolin-1-one